(R)-amino-2-amino-1-phenylethane acetate salt C(C)(=O)O.N[C@@H](CN)C1=CC=CC=C1